tert-butyl 4-(1-(6-((7-cyclopentyl-6-(dimethylcarbamoyl)-thieno[3,2-d]pyrimidin-2-yl)amino)pyridin-3-yl)piperidin-4-yl)piperazine-1-carboxylate C1(CCCC1)C1=C(SC2=C1N=C(N=C2)NC2=CC=C(C=N2)N2CCC(CC2)N2CCN(CC2)C(=O)OC(C)(C)C)C(N(C)C)=O